Imidazo[1,5-a]Quinazoline-5-amine C1=NC=C2N1C1=CC=CC=C1C(=N2)N